5-hydroxy-3-methylpentane 4-methylbenzenesulfonate CC1=CC=C(C=C1)S(=O)(=O)O.OCCC(CC)C